BrC1=CC=C(C=C1)[O-].[Na+] sodium 4-bromo-phenolate